(2S)-2-((tert-butoxycarbonyl)amino)-3-(5-oxo-4,5,6,7-tetrahydropyrazolo[1,5-a]pyrimidin-6-yl)propanoic acid C(C)(C)(C)OC(=O)N[C@H](C(=O)O)CC1C(NC=2N(C1)N=CC2)=O